ClC1=C(C=CC(=C1)CNCCC(=O)NCCCNC1=C2C=NNC2=CC(=C1)C1=CC=NC=C1)C1=CC=CC=C1 3-(((2-Chloro-[1,1'-biphenyl]-4-yl)methyl)amino)-N-(3-((6-(pyridin-4-yl)-1H-indazol-4-yl)amino)propyl)propanamide